2-fluoro-4-methoxy-N-(2-((2-(4-methylpiperazin-1-yl)ethyl)carbamoyl)phenyl)benzamide FC1=C(C(=O)NC2=C(C=CC=C2)C(NCCN2CCN(CC2)C)=O)C=CC(=C1)OC